4-Methoxy-N-{4-[4-(1,3,5-triazin-2-yl)piperazin-1-yl]phenyl}benzamide COC1=CC=C(C(=O)NC2=CC=C(C=C2)N2CCN(CC2)C2=NC=NC=N2)C=C1